C(=O)(O)COC1=CC=C(C=C1N)N 6-carboxymethoxy-1,3-diamino-benzene